C(CCCCC(C)C)C(C(=O)[O-])S isooctylthioglycolate